FC(N1N=CC(=C1)C1=NN=C(O1)C(=O)N1[C@H](C2=C(CC1)NC=N2)C2=NN1C(C=CC=C1C)=C2)F (R)-(5-(1-(difluoromethyl)-1H-pyrazol-4-yl)-1,3,4-oxadiazol-2-yl)(4-(7-methylpyrazolo[1,5-a]pyridin-2-yl)-6,7-dihydro-1H-imidazo[4,5-c]pyridin-5(4H)-yl)methanone